C1(=CC=CC=C1)C1=NC=NC(=N1)C1=CC(=CC=C1)C1=CC=NC=C1 4-phenyl-6-(3-(pyridin-4-yl)phenyl)-1,3,5-triazine